ClC=1C(=NN(C1NC(=O)N[C@@H]1CN(C[C@H]1C1=CC(=C(C=C1)F)F)CCOC)C1=CC=CC=C1)OC[C@@H](C)O 1-(4-chloro-3-((R)-2-hydroxypropoxy)-1-phenyl-1H-pyrazol-5-yl)-3-((3s,4R)-4-(3,4-difluorophenyl)-1-(2-methoxyethyl)pyrrolidin-3-yl)urea